NC1=C(C(=C(OC2=C(C(=NC=N2)N(C(=O)OC(C)(C)C)C(=O)OC(C)(C)C)Cl)C=C1)F)F 6-(4-amino-2,3-difluorophenoxy)-5-chloro-N,N-di-tert-butoxycarbonylpyrimidin-4-amine